diethyl-1,1-difluoro-N,N'-dimethylmethanediamine C(C)N(C(N(C)CC)(F)F)C